C(C)OC(=O)CCOC=1C(=C(C2=CC=CC=C2C1)C1=CC=CC2=CC=CC=C12)OCCC(=O)OCC bis(2-ethoxycarbonylethoxy)-1,1'-binaphthyl